C(C)(C)N([Si](O[Si](C)(C)C)(O[Si](C)(C)C)O[Si](C)(C)C)C(C)C 3-diisopropylamino-3-(trimethylsiloxy)-1,1,1,5,5,5-hexamethyltrisiloxane